FC=1C(=NC=C(C1)F)NC1=CN=C2C(=N1)NN=C2C=2C=C(C=CC2C)C2=NC=NC=C2 4-(3-(6-((3,5-Difluoropyridin-2-yl)amino)-1H-pyrazolo[3,4-b]pyrazin-3-yl)-4-methylphenyl)pyrimidine